4-amino-1,3-dimethyl-1H-pyrazole-5-carboxylic acid ethyl ester C(C)OC(=O)C1=C(C(=NN1C)C)N